zinc-zinc sulfate monohydrate O.S(=O)(=O)([O-])[O-].[Zn+2].[Zn+2].S(=O)(=O)([O-])[O-]